2-[4-(cyclopropoxy)-6-cyclopropyl-pyrimidin-5-yl]-5H-pyrrolo[3,2-d]pyrimidine C1(CC1)OC1=NC=NC(=C1C=1N=CC2=C(N1)C=CN2)C2CC2